C(=O)C=1C=C(C(N(C1)CC(F)(F)F)=O)C(=O)NC1=CC(=CC=C1)C1(CC(C1)C)C=1N=CN(C1C)C(C1=CC=CC=C1)(C1=CC=CC=C1)C1=CC=CC=C1 5-formyl-N-(3-((1s,3s)-3-methyl-1-(5-methyl-1-trityl-1H-imidazol-4-yl)cyclobutyl)phenyl)-2-oxo-1-(2,2,2-trifluoroethyl)-1,2-dihydropyridine-3-carboxamide